C12(CC3CC(CC(C1)C3)C2)NC(CCN2CCN(CC2)C2=CC=C(C=N2)C=2C=C(C=3C=NN(C3C2)C(C)C)C(=O)NCC=2C(NC(=CC2C)C)=O)=O 6-(6-(4-(3-(((1s,3s)-adamantan-1-yl)amino)-3-oxopropyl)piperazin-1-yl)pyridin-3-yl)-N-((4,6-dimethyl-2-oxo-1,2-dihydropyridin-3-yl)methyl)-1-isopropyl-1H-indazole-4-carboxamide